[(E,1S)-6-(Dimethylamino)-1-[[1-[(7-fluoro-4-isobutyl-1H-imidazo[4,5-c]pyridin-2-yl)methyl]-6-methyl-2-oxo-3-pyridyl]carbamoyl]-6-oxo-hex-4-enyl]N,N-dimethylcarbamat CN(C(/C=C/CC[C@@H](C(NC=1C(N(C(=CC1)C)CC=1NC2=C(C(=NC=C2F)CC(C)C)N1)=O)=O)OC(N(C)C)=O)=O)C